benzyl (3S)-3-((6-chloro-4-(2-((6,6-dimethyl-2,4-dioxo-3-azabicyclo[3.1.0]hexan-3-yl)methyl)thieno[3,2-b]pyridin-7-yl)-2-methylpyridin-3-yl)carbamoyl)pyrrolidine-1-carboxylate ClC1=CC(=C(C(=N1)C)NC(=O)[C@@H]1CN(CC1)C(=O)OCC1=CC=CC=C1)C1=C2C(=NC=C1)C=C(S2)CN2C(C1C(C1C2=O)(C)C)=O